methyl 2-(4-((1-benzyl-6-oxo-1,6-dihydropyridin-3-yl)oxy)-3,5-dichlorophenyl)-3,5-dioxo-2,3,4,5-tetrahydro-1,2,4-triazine-6-carboxylate C(C1=CC=CC=C1)N1C=C(C=CC1=O)OC1=C(C=C(C=C1Cl)N1N=C(C(NC1=O)=O)C(=O)OC)Cl